4-((3-fluorobenzyl)oxy)-2-methoxybenzaldehyde FC=1C=C(COC2=CC(=C(C=O)C=C2)OC)C=CC1